C(C)(C)C1=CC=C(OC2=CC=C(C(=O)C3=CC=C(C=C3)OC3=CC=C(C=C3)C(C)C)C=C2)C=C1 4,4'-bis(p-isopropylphenoxy)benzophenone